C(C)OC1=CC=C(C=C1)[C@H](C)[NH-] (S)-N-(1-(p-ethoxyphenyl)ethyl)-amide